4-(Dibenzylamino)-3-fluoro-butan-2-one C(C1=CC=CC=C1)N(CC(C(C)=O)F)CC1=CC=CC=C1